rac-(1R,6R)-2-(2-(5-Chloropyridin-2-yl)-2-methylbenzo[d][1,3]dioxol-4-yl)-2,5-diazabicyclo[4.2.0]octane dihydrochloride Cl.Cl.ClC=1C=CC(=NC1)C1(OC2=C(O1)C=CC=C2N2[C@@H]1CC[C@H]1NCC2)C |r|